Cl.FC(C=1C=CC(=NC1)OC1CCN(CC1)C(CC)N)(F)F (4-(5-(trifluoromethyl)pyridin-2-yloxy)piperidin-1-yl)propanamine hydrochloride